CC1(CN(C=2C1=NC=CC2)C(=O)N2CCC(CC2)N(C)CC=2C=C(C#N)C=CC2F)C 3-(((1-(3,3-dimethyl-2,3-dihydro-1H-pyrrolo[3,2-b]pyridine-1-carbonyl)piperidin-4-yl)(methyl)amino)methyl)-4-fluorobenzonitrile